2-(2-((3'-(aminomethyl)-5-(5-azaspiro[2.5]octan-5-yl)-[1,1'-biphenyl]-3-yl)methoxy)phenyl)acetic acid NCC=1C=C(C=CC1)C1=CC(=CC(=C1)N1CC2(CC2)CCC1)COC1=C(C=CC=C1)CC(=O)O